ClC=1C(=CC(=C(C(=O)NS(=O)(=O)C2=CC=C(C=C2)OCC=2C=NN(C2)C)C1)F)OCC1CCCC1 5-chloro-4-(cyclopentylmethoxy)-2-fluoro-N-((4-((1-methyl-1H-pyrazol-4-yl)methoxy)phenyl)sulfonyl)benzamide